2-chloro-5-[4-(6-chloro-5-fluoro-indolin-1-yl)quinazolin-6-yl]pyridin-3-ol ClC1=NC=C(C=C1O)C=1C=C2C(=NC=NC2=CC1)N1CCC2=CC(=C(C=C12)Cl)F